ethyl 2-(3-amino-6-chloro-2-fluorophenyl)imidazo[1,5-b]pyridazine-5-carboxylate NC=1C(=C(C(=CC1)Cl)C=1C=CC=2N(N1)C=NC2C(=O)OCC)F